FC(C1=NC=CC(=C1)NCC1=NC2=C(N1)C=CC(=C2)N)(F)F 2-(((2-(trifluoromethyl)pyridin-4-yl)amino)methyl)-1H-benzo[d]imidazol-5-amine